2-[2-(2-methylanilino)acetamido]-N-[(1H-indazol-7-yl)methyl]benzamide CC1=C(NCC(=O)NC2=C(C(=O)NCC=3C=CC=C4C=NNC34)C=CC=C2)C=CC=C1